(+-)-N-[[2-[4-(2-amino-6-methyl-pyrimidin-4-yl)-1,4-oxazepan-3-yl]phenyl]methyl]acetamide NC1=NC(=CC(=N1)N1[C@@H](COCCC1)C1=C(C=CC=C1)CNC(C)=O)C |r|